[N-](S(=O)(=O)C(F)(F)F)S(=O)(=O)C(F)(F)F.C(CCCCCCCCCCC)N1CN(C=C1)C 1-dodecyl-3-methylimidazole bistrifluoromethanesulfonimide salt